COC=1C(=CC=NC1)C1=CC=NC(=C1)C 5'-methoxy-6-methyl-[4,4'-bipyridyl]